C1(CC1)C1=C(C=NN1C1=CC(=CC=C1)C(F)(F)F)C(=O)O 5-cyclopropyl-1-(3-(trifluoromethyl)phenyl)-1H-pyrazole-4-carboxylic acid